4-Amino-8-[2-fluoro-5-[(6-methyl-3-pyridyl)oxymethyl]phenyl]-2-oxo-N-propyl-1H-quinoline-3-carboxamide NC1=C(C(NC2=C(C=CC=C12)C1=C(C=CC(=C1)COC=1C=NC(=CC1)C)F)=O)C(=O)NCCC